[Fe].[V].[Zr].NC=1C(=NC(=C(N1)C=1OC=CN1)C1=CN(C(C=C1)=O)C)C(=O)NCC1=NC(=CC=C1)NC 3-amino-6-(1-methyl-6-oxo-1,6-dihydropyridin-3-yl)-N-((6-(methylamino)pyridin-2-yl)methyl)-5-(oxazol-2-yl)pyrazine-2-carboxamide zirconium vanadium-iron